OC(=O)C(F)(F)F.C(C)OC1=NC(=NC=C1C(=O)N)N1CC2CNCC2C1 4-ethoxy-2-(hexahydropyrrolo[3,4-c]pyrrol-2(1H)-yl)pyrimidine-5-carboxamide TFA salt